benzyl 5-iodobenzo[b]thiophene-2-carboxylate IC1=CC2=C(SC(=C2)C(=O)OCC2=CC=CC=C2)C=C1